1-[(3S)-1-methylpyrrolidin-3-yl]methanamine CN1C[C@@H](CC1)CN